COC(C1=CC=C(C=C1)NC=1C=C2C3=C(C=NC2=CC1)C(C1=C3C=NC(=N1)C(F)(F)F)=O)=O 4-((7-oxo-9-(trifluoromethyl)-7H-pyrimido[5',4':3,4]cyclopenta[1,2-c]quinolin-2-yl)amino)benzoic acid methyl ester